[IH2+].C1(=CC=CC=C1)CCN phenylethylamine iodonium salt